C1(CCCC1)N1C(CN(C=2C(N[C@@](NC12)(N)NC1=C(C=C(C=C1)S(=O)(=O)CCN1CC(NC(C1)C)C)OC)=O)C)CC (S)-8-cyclopentyl-7-ethyl-2-[4-[2-(3,5-dimethylpiperazin-1-yl)ethylsulphonyl]-2-methoxyphenylamino]-5-methyl-7,8-dihydropterin